(S)-2-(4-(8-(2-methylazetidin-1-yl)imidazo[1,2-a]pyrazin-6-yl)-1H-pyrazol-1-yl)-1-(piperazin-1-yl)ethan-1-one C[C@@H]1N(CC1)C=1C=2N(C=C(N1)C=1C=NN(C1)CC(=O)N1CCNCC1)C=CN2